3-(4-methoxyphenyl)tetrahydrofuran-3-ol COC1=CC=C(C=C1)C1(COCC1)O